2-((2-((4-(allyloxy)-3-methoxyphenyl)amino)-5-(trifluoromethyl)pyrimidin-4-yl)amino)-4-(but-3-en-1-yloxy)-N-methylbenzamide C(C=C)OC1=C(C=C(C=C1)NC1=NC=C(C(=N1)NC1=C(C(=O)NC)C=CC(=C1)OCCC=C)C(F)(F)F)OC